C(#N)C1=CC=C(CCN[C@H](C(=O)C2=CNC3=CC(=CC=C23)C(=O)NC2CN(C2)CC(F)(F)F)C2=CC=CC=C2)C=C1 |r| (S)- and (R)-3-(2-((4-cyanophenethyl)amino)-2-phenylacetyl)-N-(1-(2,2,2-trifluoroethyl)azetidin-3-yl)-1H-indole-6-carboxamide